CS(=O)(=O)C=1C=C(C(=O)N2[C@@H]3C[C@@H]3C[C@@H]2C(=O)N[C@@H](C2=CC=C(C=C2)C(F)(F)F)C2COC2)C=CC1 (1R,3R,5R)-2-(3-(methylsulfonyl)benzoyl)-N-((R)-3-oxetanyl(4-(trifluoromethyl)phenyl)methyl)-2-azabicyclo[3.1.0]hexane-3-carboxamide